CC1=C(C=CC=C1)S(=O)(=O)NN1C(NN=C(C1)C)=O 2-methyl-N-(6-methyl-3-oxo-2,3-dihydro-1,2,4-triazin-4(5H)-yl)benzenesulfonamide